S1C=CC2=C1C=CC(=C2)C=2N=C(N(C2)C2=CC=C(C=C2)OC)NC(C2=CC=C(C=C2)OC(F)F)=O N-[4-(1-Benzothiophen-5-yl)-1-(4-methoxyphenyl)-1H-imidazol-2-yl]-4-(difluoromethoxy)benzamide